CC(CC1CNC(O1)=O)(C)[N+](=O)[O-] 5-(2-methyl-2-nitropropyl)-1,3-oxazolidin-2-one